(R)-(4-(4-isopropylpyrazolo[1,5-a]pyridin-2-yl)-1,4,6,7-tetrahydro-5H-imidazo[4,5-c]pyridin-5-yl)(5-(pyrazin-2-yl)-1,3,4-oxadiazol-2-yl)methanone C(C)(C)C=1C=2N(C=CC1)N=C(C2)[C@@H]2N(CCC1=C2N=CN1)C(=O)C=1OC(=NN1)C1=NC=CN=C1